C(#N)CCOC=1C=C(C(=O)NC)C=CC1NCC#C 3-(2-cyanoethoxy)-N-methyl-4-(prop-2-yn-1-ylamino)benzamide